C(C)(=O)N1CCC(CCC1)NC=1C=C2CCN(C(C2=CC1)=O)C[C@@H](CN1CC2=CC=CC=C2CC1)O 6-[(1-Acetylazepan-4-yl)amino]-2-[(2R)-3-(3,4-dihydro-1H-isochinolin-2-yl)-2-hydroxypropyl]-3,4-dihydroisochinolin-1-on